ClC1=NC=C2NC(N(C2=N1)[C@H]1CN(CC1)C(=O)OC(C)(C)C)=O tert-butyl (3R)-3-(2-chloro-8-oxo-7H-purin-9-yl)pyrrolidine-1-carboxylate